4-cyano-3-methyl-1-dibenzo[b,d]furan-3-yl-1H-benzo[d]imidazol-3-ium iodide [I-].C(#N)C1=CC=CC=2N(C=[N+](C21)C)C=2C=CC1=C(OC3=C1C=CC=C3)C2